C(=O)(OCC1=CC=CC=C1)N[C@@H]([C@@H](C)CC)C(=O)O cbz-L-isoleucine